C1(=CC=CC=C1)C1=C(C(=C(C=C1)C1=CC=CC=C1)C1=CC=CC=C1)C1=CC=CC=C1 Di(phenyl)[(phenyl)(biphenyl)]